3,3-dimethylpentane-1,5-diol CC(CCO)(CCO)C